chlorotrimethylcyclopropane ClC1(C(C1C)C)C